(R)-2-((1-(2-(2-cyclopropylpyridin-4-yl)-3,7-dimethyl-4-oxo-4H-pyrido[1,2-a]pyrimidin-9-yl)ethyl)amino)benzoic acid C1(CC1)C1=NC=CC(=C1)C=1N=C2N(C(C1C)=O)C=C(C=C2[C@@H](C)NC2=C(C(=O)O)C=CC=C2)C